C(CC(C)C)C1=NC2=C(N1C(=O)N)C=CC=C2N2CCN(CC2)C2CCOCC2 iso-Pentyl-4-(4-(tetrahydro-2H-pyran-4-yl)-piperazin-1-yl)-1H-benzo[d]imidazole-1-carboxamide